4-(((adamantan-1-yl)amino)methyl)-N-(3-((2,6-dioxopiperidin-3-yl)amino)phenyl)thiazole-2-carboxamide C12(CC3CC(CC(C1)C3)C2)NCC=2N=C(SC2)C(=O)NC2=CC(=CC=C2)NC2C(NC(CC2)=O)=O